C[C@]1(C[C@]2(CN(C(O2)=O)C2=NC=C(C=C2)C(F)(F)F)CCC1)CN1C=NC2=C1C=C(C=C2)C#N 1-({(5S,7S)-7-methyl-2-oxo-3-[5-(trifluoromethyl)-2-pyridinyl]-1-oxa-3-azaspiro[4.5]dec-7-yl}methyl)-1H-benzimidazole-6-carbonitrile